2-[[(2S)-7-amino-2-methyl-12-oxo-4-oxa-1-azatricyclo[7.3.1.05,13]trideca-5(13),6,8,10-tetraen-11-yl]oxy]-N-methyl-acetamide NC1=CC=2OC[C@@H](N3C(C(=CC(=C1)C32)OCC(=O)NC)=O)C